O\N=C(\C1=CC=C(C=C1)OC1=NC=C(C=C1)C1=CC=NN1C1OCCCC1)/N (Z)-N'-hydroxy-4-((5-(1-(tetrahydro-2H-pyran-2-yl)-1H-pyrazol-5-yl)pyridin-2-yl)oxy)benzamidine